ClCC(=O)OCCO ethylene glycol e-mono(chloroacetate)